C(C=C)(=O)N1CC(CC1)C=1C=C(N2C=NC=CC21)C2=CC=C(C(=O)NC1=CC=CC=C1)C=C2 4-(5-(1-propenoylpyrrolidin-3-yl)pyrrolo[1,2-c]pyrimidin-7-yl)-N-phenylbenzamide